3,4-DIMETHYLTHIOPHENE CC1=CSC=C1C